5-(9H-carbazol-9-yl)-2'-chloro-[1,1'-biphenyl]-2-amine C1=CC=CC=2C3=CC=CC=C3N(C12)C1=CC=C(C(=C1)C1=C(C=CC=C1)Cl)N